1-(3-chloro-4-methylphenyl)-3-((2-(2,6-dioxopiperidin-3-yl)-4-hydroxy-1-oxoisoindolin-5-yl)methyl)urea ClC=1C=C(C=CC1C)NC(=O)NCC=1C(=C2CN(C(C2=CC1)=O)C1C(NC(CC1)=O)=O)O